isopropyl 4-cyano-α-cyanocinnamate C(#N)C1=CC=C(C=C(C(=O)OC(C)C)C#N)C=C1